FCCCCCCCC(CCCCCCCF)O 1,15-difluoro-8-pentadecanol